N1C2=C(OCC1)N=CC=C2 2,3-dihydropyrido[2,3-b][1,4]oxazine